OC1(CC(C1)C(=O)N1CC2(C1)C[C@@H](CC2)C2=CC(=C(C=C2)C)OC(F)(F)F)C |r| (rac)-((1s,3s)-3-hydroxy-3-methylcyclobutyl)(6-(4-methyl-3-(trifluoromethoxy)Phenyl)-2-azaspiro[3.4]Oct-2-yl)methanone